7-[1-(1-Cyano-4-piperidyl)-5-methyl-triazol-4-yl]-5-[2-cyclopropyl-1-(2-pyridyl)ethoxy]imidazo[1,2-a]pyridine-3-carbonitrile C(#N)N1CCC(CC1)N1N=NC(=C1C)C1=CC=2N(C(=C1)OC(CC1CC1)C1=NC=CC=C1)C(=CN2)C#N